1,3-di-tert-butyl-2-thiourea C(C)(C)(C)NC(=S)NC(C)(C)C